N-(2-(5-((4-benzylpiperidin-1-yl)methyl)-4H-1,2,4-triazol-3-yl)-1H-indol-5-yl)acetamide C(C1=CC=CC=C1)C1CCN(CC1)CC=1NC(=NN1)C=1NC2=CC=C(C=C2C1)NC(C)=O